C(#N)C1(CC1)CNC=1C=C(C(=O)OC)C=CC1[N+](=O)[O-] methyl 3-{[(1-cyanocyclopropyl) methyl] amino}-4-nitrobenzoate